IC1=CN(C2=NC=C(C=C21)CN2CCN(CC2)C)S(=O)(=O)C2=CC=C(C=C2)C 3-iodo-1-(4-methylphenyl)sulfonyl-5-[(4-methylpiperazin-1-yl)methyl]pyrrolo[2,3-b]pyridine